OCC1C2C3C4C=CC(C3C(C1CO)C2)C4 4,5-dihydroxymethyltetracyclo[6.2.1.13,6.02,7]dodeca-9-ene